tetrahydroimidazo[1,2-a]pyridin N1CCN2C1=CC=CC2